1-((1-(1H-1,2,4-triazole-1-carbonyl)azetidin-2-yl)methyl)-5-amino-3-(4-((5-fluoro-2-methoxybenzamido)methyl)phenyl)-1H-pyrazole-4-carboxamide N1(N=CN=C1)C(=O)N1C(CC1)CN1N=C(C(=C1N)C(=O)N)C1=CC=C(C=C1)CNC(C1=C(C=CC(=C1)F)OC)=O